FC1(CC(C1)C1=NC2=NC=NC(=C2N1)NC(CC1=CC(=CC(=C1)C=1C=NN(C1)C)F)=O)F N-(8-(3,3-difluorocyclobutyl)-7H-purin-6-yl)-2-(3-fluoro-5-(1-methyl-1H-pyrazole-4-yl)phenyl)acetamide